(6aR,10aR)-2-(furan-2-yl)-6,6,9-trimethyl-3-pentyl-6a,7,8,10a-tetrahydro-6H-benzo[c]chromen-1-ol O1C(=CC=C1)C1=C(C=2[C@H]3[C@H](C(OC2C=C1CCCCC)(C)C)CCC(=C3)C)O